(S)-8-(benzyloxy)-7-methoxy-1,10,11,11a-tetrahydro-3H,5H-spiro[benzo[e]pyrrolo[1,2-a][1,4]diazepine-2,1'-cyclopropane]-5-one-11,11-d2 C(C1=CC=CC=C1)OC=1C(=CC2=C(NC([C@H]3N(C2=O)CC2(CC2)C3)([2H])[2H])C1)OC